8-fluoro-6-((R)-2-((3aS,5S,6aR)-5-(2-fluorophenoxy)-3a-hydroxyhexahydrocyclopenta[c]pyrrol-2(1H)-yl)-1-hydroxyethyl)-3,4-dihydroquinolin-2(1H)-one FC=1C=C(C=C2CCC(NC12)=O)[C@H](CN1C[C@@H]2[C@](C1)(C[C@H](C2)OC2=C(C=CC=C2)F)O)O